N-[5-[1-(5-cyano-1,3-thiazol-2-yl)-3,6-dihydro-2H-pyridin-5-yl]-4-fluoro-2-[rac-(3R)-3,4-dimethylpiperazin-1-yl]phenyl]-4-(difluoromethyl)-6-oxo-1H-pyridine-3-carboxamide C(#N)C1=CN=C(S1)N1CCC=C(C1)C=1C(=CC(=C(C1)NC(=O)C1=CNC(C=C1C(F)F)=O)N1C[C@H](N(CC1)C)C)F |r|